CC1=CC=C(C=N1)C(C(C)N1N=C(C=C1)C(F)(F)F)=NNC=O 2-[1-(6-methyl-3-pyridinyl)-2-[3-(trifluoromethyl)-1H-pyrazol-1-yl]propylidene]-hydrazinecarboxaldehyde